2-(3,4,5-Trichlorobenzylidene)hydrazinecarboximidamide ClC=1C=C(C=NNC(N)=N)C=C(C1Cl)Cl